C1(=CC=CC2=CC=CC=C12)N(C1=CC=C(C=C1)C1=CC=C(N(C2=CC=CC=C2)C2=CC=CC3=CC=CC=C23)C=C1)C1=CC=CC=C1 N,N'-bis(naphthalen-1-yl)N,N'-bis(phenyl)benzidine